[S].Cl.CN(CC=C)CC=C Methyldiallylamine hydrochloride sulfur